ClC1=CC(=C2C=NNC2=C1)C1(C[C@H]2C([C@H]2C1)NC(=O)C1CCCCC1)O N-((1R,3r,5S,6r)-3-(6-chloro-1H-indazol-4-yl)-3-hydroxybicyclo[3.1.0]hexan-6-yl)cyclohexanecarboxamide